(3aR,5s,6aS)-5-[(1R)-2-bromo-1-(2-methoxyphenyl)ethoxy]-3,3a,4,5,6,6a-hexahydro-1H-cyclopenta[c]furan BrC[C@H](OC1C[C@@H]2[C@@H](COC2)C1)C1=C(C=CC=C1)OC